ClC=1C=CC(=C(C1)C1=NN(C=C1NC(=O)C=1C=NN2C1N=CC=C2)C\C=C\CN2CCN(CC2)C)OC(F)F N-[3-[5-chloro-2-(difluoromethoxy)phenyl]-1-[(2E)-4-(4-methylpiperazin-1-yl)but-2-en-1-yl]-1H-pyrazol-4-yl]pyrazolo[1,5-a]pyrimidine-3-carboxamide